C(C)(C)(C)N1N=C(C=2C1=NC=NC2N)C2=CC=1C(=NC=C(C1)Cl)N2 1-(tert-Butyl)-3-(5-chloro-1H-pyrrolo[2,3-b]pyridin-2-yl)-1H-pyrazolo[3,4-d]pyrimidin-4-amine